C(#N)C1=C(C(=C(COC2=CC=CC(=N2)C23CCN(CC3C2)CC2=NC3=C(N2C[C@H]2OCC2)C=C(C=C3OC)C(=O)O)C=C1)OC)F 2-((6-(6-((4-cyano-3-fluoro-2-methoxybenzyl)oxy)pyridin-2-yl)-3-azabicyclo[4.1.0]heptan-3-yl)methyl)-4-methoxy-1-(((S)-oxetan-2-yl)methyl)-1H-benzo[d]imidazole-6-carboxylic acid